Methylpentanenitrile CC(C#N)CCC